(isoindolin-2-yl)-3-methyl-7-(1H-pyrazol-4-yl)-N-(3-(trifluoromethoxy)phenyl)pyrazolo[1,5-a]pyrimidine-2-carboxamide C1N(CC2=CC=CC=C12)C1=NC=2N(C(=C1)C=1C=NNC1)N=C(C2C)C(=O)NC2=CC(=CC=C2)OC(F)(F)F